N1=C(N=CC=C1)C1CC=NN1C(=O)C12CC(C1)(C2)CN2N=CC1=CC(=CC=C21)C#N 1-((3-(5-(pyrimidin-2-yl)-4,5-dihydro-1H-pyrazole-1-carbonyl)bicyclo[1.1.1]pentan-1-yl)methyl)-1H-indazole-5-carbonitrile